C(C#C)(=O)OC(C#C)=O propynic acid anhydride